N-((1-benzyl-1,2,3,4-tetrahydroquinolin-3-yl)methyl)acrylamide C(C1=CC=CC=C1)N1CC(CC2=CC=CC=C12)CNC(C=C)=O